C(C)(C)(C)OP(=O)(OC(C)(C)C)OC=1C(=C(C=CC1)CC(=O)OC(C)(C)C)C(C)(CCO)C tert-butyl 2-(3-((di-tert-butoxyphosphoryl)oxy)-2-(4-hydroxy-2-methylbutan-2-yl)phenyl)acetate